4-(4-(7-fluoro-1-Boc-1H-indol-3-yl)thiophen-2-yl)-4-oxobutyric acid methyl ester COC(CCC(=O)C=1SC=C(C1)C1=CN(C2=C(C=CC=C12)F)C(=O)OC(C)(C)C)=O